O=C1NC(CCC1N1C(C2=CC=C(C=C2C1)CNC(=O)NC1=C(C=CC(=C1)C(F)(F)F)O)=O)=O 1-((2-(2,6-dioxopiperidin-3-yl)-1-oxoisoindolin-5-yl)methyl)-3-(2-hydroxy-5-(trifluoromethyl)phenyl)urea